C(CC)C1(NC(CCCCC1)(CCC)CCC)CCC 2,2,8,8-tetra-n-propylazocane